1-acetyl-3-methyl-5-phenyl-3-(p-toluenesulfonylmethyl)-1,3-dihydro-2H-pyrrole C(C)(=O)N1CC(C=C1C1=CC=CC=C1)(CS(=O)(=O)C1=CC=C(C)C=C1)C